SCCC[Si](OCCC)(OCCC)OCCC 3-Mercaptopropyltripropoxysilane